{4-[4-(2-Methoxyethyl)piperazin-1-yl]phenyl}ethenone COCCN1CCN(CC1)C1=CC=C(C=C1)C=C=O